2-methylpropan-2-yl 1,5-dimethyl-3-[(trimethylsilyl) oxy]-8-azabicyclo[3.2.1]oct-2-ene-8-carboxylate CC12C=C(CC(CC1)(N2C(=O)OC(C)(C)C)C)O[Si](C)(C)C